BrC1=C(CC=2NC(=C(N2)C2=CC(=C(C=C2)Br)Br)C)C=CC(=C1)Br 2-(2,4-Dibromobenzyl)-4-(3,4-dibromophenyl)-5-methylimidazole